[Al].[Al].C(C1=CC=CC=C1)=CC(=O)C=CC1=CC=CC=C1.C(C1=CC=CC=C1)=CC(=O)C=CC1=CC=CC=C1.C(C1=CC=CC=C1)=CC(=O)C=CC1=CC=CC=C1 tris(dibenzylideneacetone) dialuminum (0)